tert-butyl (3R)-11,11-difluoro-10-hydroxy-3-methyl-1,3,4,7,8,9,10,11-octahydro-2H-pyrido[4',3':3,4]pyrazolo[1,5-a]azepine-2-carboxylate FC1(C=2N(CCCC1O)N=C1C2CN([C@@H](C1)C)C(=O)OC(C)(C)C)F